4-amino-N,N-diethyl-3-methylaniline NC1=C(C=C(N(CC)CC)C=C1)C